(1s,3s)-3-[(4-[3,8-diazabicyclo[3.2.1]octan-8-yl]pyridin-2-yl)oxy]cyclobutan-1-ol hydrochloride Cl.[C@@H]12CNCC(CC1)N2C2=CC(=NC=C2)OC2CC(C2)O